1-{4-fluoro-2-[(1R)-1-[(4-methoxyphenyl)methoxy]ethyl]phenyl}-3-(trifluoromethyl)-1H-pyrazol FC1=CC(=C(C=C1)N1N=C(C=C1)C(F)(F)F)[C@@H](C)OCC1=CC=C(C=C1)OC